CC=1N=C2N(N=C(C=C2C)C=2C=C3C=NN(C(C3=CC2)=O)C2CCN(CC2)C(=O)OC(C)(C)C)C1 tert-butyl 4-(6-[2,8-dimethylimidazo[1,2-b]pyridazin-6-yl]-1-oxophthalazin-2-yl)piperidine-1-carboxylate